O[C@@H]1CN(CC[C@@]1(O)COC1=C2CCC(NC2=C(C=C1)F)=O)S(=O)(=O)CCC 5-(((3R,4R)-3,4-dihydroxy-1-(propylsulfonyl)piperidin-4-yl)methoxy)-8-fluoro-3,4-dihydroquinolin-2(1H)-one